N1=CN=CC2=C1NC=C2C2=CC=1N(C=C2)N=CC1C(=O)N 5-(7H-pyrrolo[2,3-d]pyrimidin-5-yl)pyrazolo[1,5-a]pyridine-3-carboxamide